(2S,4R)-allyl 4-(2-((1R,3R)-3-((tert-butoxycarbonyl)(methyl)amino)-4-methyl-1-(prop-2-yn-1-yloxy)pentyl)thiazole-4-carboxamido)-2-methyl-5-phenylpentanoate C(C)(C)(C)OC(=O)N([C@H](C[C@@H](OCC#C)C=1SC=C(N1)C(=O)N[C@H](C[C@@H](C(=O)OCC=C)C)CC1=CC=CC=C1)C(C)C)C